2-(3''-(9,9-dimethyl-9H-fluoren-3-yl)-[1,1':3',1''-terphenyl]-3-yl)-4,6-diphenyl-1,3,5-triazine CC1(C2=CC=CC=C2C=2C=C(C=CC12)C=1C=C(C=CC1)C=1C=C(C=CC1)C1=CC(=CC=C1)C1=NC(=NC(=N1)C1=CC=CC=C1)C1=CC=CC=C1)C